CN([C@@H](C(=O)O)CCNC(=N)N)C (R)-2-(dimethylamino)-4-guanidinobutyric acid